6-cyclopropyl-2-azaspiro[3.4]octane-2-ium chloride [Cl-].C1(CC1)C1CC2(C[NH2+]C2)CC1